N-[(acetylamino)methyl]-2-chloro-N-(2,6-diethylphenyl)acetamide C(C)(=O)NCN(C(CCl)=O)C1=C(C=CC=C1CC)CC